potassium (R)-((4-(tert-butoxycarbonyl)-2-ethylpiperazin-1-yl)methyl)trifluoroborate C(C)(C)(C)OC(=O)N1C[C@H](N(CC1)C[B-](F)(F)F)CC.[K+]